CC1=CC=C(C=N1)C1=CC(=NC2=C(N=CC=C12)C1=CC=NN1)N1CCOCC1 4-(6-methylpyridin-3-yl)-2-(morpholin-4-yl)-8-(1H-pyrazol-5-yl)-1,7-naphthyridine